N-(6-methoxy-3-pyridyl)-N-methyl-pyrazolo[1,5-a]pyridine-5-carboxamide COC1=CC=C(C=N1)N(C(=O)C1=CC=2N(C=C1)N=CC2)C